trans-2-chloro-5-((4-((S)-3-(5-cyanopyridin-3-yl)isoxazolidine-2-carbonyl)cyclohexyl)methoxy)benzamide ClC1=C(C(=O)N)C=C(C=C1)OC[C@@H]1CC[C@H](CC1)C(=O)N1OCC[C@H]1C=1C=NC=C(C1)C#N